C(C)S(=O)(=O)N1CCC1 1-(ethylsulfonyl)azetidin